2-(3-(3-(ethoxycarbonyl) phenyl) ureido)-4-methylthiophene-3-carboxylate C(C)OC(=O)C=1C=C(C=CC1)NC(NC=1SC=C(C1C(=O)[O-])C)=O